FC1=CC=C(C=C1)[C@H](CC1=NC(=NC(=N1)N[C@@H](CO)CC(C)C)NS(=O)(=O)C)C |o1:7| N-(4-((S*)-2-(4-Fluorophenyl)propyl)-6-(((R)-1-hydroxy-4-methylpentan-2-yl)amino)-1,3,5-triazin-2-yl)methanesulfonamide